(R)-2-(5-(2-(3-fluorophenyl)pyrrolidin-1-yl)pyrazolo[1,5-a]pyrimidin-3-yl)-6-methoxy-1H-benzo[d]imidazole-5-carbonitrile FC=1C=C(C=CC1)[C@@H]1N(CCC1)C1=NC=2N(C=C1)N=CC2C2=NC1=C(N2)C=C(C(=C1)C#N)OC